5-(hex-1-yn-1-yl)-2-hydroxy-1H-benzo[de]isoquinoline-1,3(2H)-dione C(#CCCCC)C=1C=C2C3=C(C(N(C(C3=CC=C2)=O)O)=O)C1